3-[(benzyloxy)methyl]-1-[2-(benzyloxy)phenyl]cyclobutan-1-ol C(C1=CC=CC=C1)OCC1CC(C1)(O)C1=C(C=CC=C1)OCC1=CC=CC=C1